[Sn](=S)=S Tin disulfide